ClC1=C(C=CC=C1)CC(=O)NC1=CC(=C(C=C1)C=1OC(=NN1)C(F)F)S(N)(=O)=O 2-(2-chlorophenyl)-N-{4-[5-(difluoromethyl)-1,3,4-oxadiazol-2-yl]-3-sulfamoylphenyl}acetamide